Benzyl-N-methylthiazol-2-amine C(C1=CC=CC=C1)C=1N=C(SC1)NC